5-chloro-N-(6-fluoropyridin-2-yl)thiophene-2-sulfonamide ClC1=CC=C(S1)S(=O)(=O)NC1=NC(=CC=C1)F